C1(CCCC1)NC1=NC(=NC=C1CC(=O)OCC)SC Ethyl 2-[4-(cyclopentylamino)-2-methylsulfanyLpyrimidin-5-yl]acetate